(S)-2-((2-(4-(difluoromethyl)-2-carbonyloxazolidin-3-yl)-5,6-dihydrobenzo[f]imidazo[1,2-d][1,4]oxazepin-9-yl)amino)-2-methylpropanamide FC([C@H]1N(C(OC1)=C=O)C=1N=C2N(CCOC3=C2C=CC(=C3)NC(C(=O)N)(C)C)C1)F